3-(4-chlorophenyl)-1-(3-methoxyphenyl)urea ClC1=CC=C(C=C1)NC(NC1=CC(=CC=C1)OC)=O